indenoic acid C1(C=CC2=CC=CC=C12)C(=O)O